FC(COC=O)F formic acid 2,2-difluoroethyl ester